(2R)-2-methylpyrrolidine-2-carboxamide hydrochloride Cl.C[C@]1(NCCC1)C(=O)N